2-(7-((2S,5R)-2,5-diethyl-4-(1-(3-fluoroimidazo[1,2-b]pyridazin-6-yl)ethyl)piperazin-1-yl)-4-methyl-5-oxo-4,5-dihydro-2H-pyrazolo[4,3-b]pyridin-2-yl)acetonitrile C(C)[C@@H]1N(C[C@H](N(C1)C(C)C=1C=CC=2N(N1)C(=CN2)F)CC)C=2C=1C(N(C(C2)=O)C)=CN(N1)CC#N